N1(CCCC2=CC=CC=C12)CCCNC=1C2=C(N=C(N1)CC)SC(=C2)C N-(3-(3,4-dihydroquinolin-1(2H)-yl)propyl)-2-ethyl-6-methylthieno[2,3-d]pyrimidin-4-amine